4-((1-cyclopropyl-3-(tetrahydro-2H-pyran-4-yl)-1H-pyrazol-4-yl)oxy)-2-bromo-1-tosyl-1H-pyrrolo[2,3-b]pyridine C1(CC1)N1N=C(C(=C1)OC1=C2C(=NC=C1)N(C(=C2)Br)S(=O)(=O)C2=CC=C(C)C=C2)C2CCOCC2